ClC=1C=CC(=C(C1)C1=C(N=CN1)C=1N=C2C=C(C=NC2=CC1)NCC1NCCCC1)F 6-[5-(5-chloro-2-fluoro-phenyl)-1H-imidazol-4-yl]-N-(2-piperidylmethyl)-1,5-naphthyridin-3-amine